BrC1=CC=C(C=N1)C1C(CN(CC1)C1=C2C(=NC=C1)N(N=C2)C)C 4-[4-(6-Bromo-3-pyridinyl)-3-methyl-1-piperidinyl]-1-methyl-pyrazolo[3,4-b]pyridine